CNC(O[C@@H]1CC[C@H](CC1)C(N(C1=CC(=CC=C1)C1=CN=C(S1)C1CC1)C[C@@H]1CC[C@H](CC1)C1=NC(=C(C=C1)OC)C#N)=O)=O trans-4-(((trans-4-(6-Cyano-5-methoxy-pyridin-2-yl)cyclohexyl)methyl)(3-(2-cyclopropylthiazol-5-yl)phenyl)carbamoyl)cyclohexyl methylcarbamate